Dimethylsilylenebis(2,5-dimethyl-3-(3,5-di-tert-butylphenyl)-cyclopenta[b]thienyl)hafnium dichloride [Cl-].[Cl-].C[Si](=[Hf+2](C1=C(C=C2SC(C(=C21)C2=CC(=CC(=C2)C(C)(C)C)C(C)(C)C)C)C)C2=C(C=C1SC(C(=C12)C1=CC(=CC(=C1)C(C)(C)C)C(C)(C)C)C)C)C